4-((2,4-dimethoxybenzyl)amino)-5-methyl-5H-pyrrolo[3,2-d]pyrimidine-7-carboxylic acid COC1=C(CNC=2C3=C(N=CN2)C(=CN3C)C(=O)O)C=CC(=C1)OC